Cl.N[C@H](C(=O)OC)CO (S)-methyl 2-amino-3-hydroxypropionate hydrochloride